2-(9-(6-(bis(4-methoxybenzyl)amino)-4-methylpyridin-2-yl)-8-chloro-10-fluoro-4-methyl-5,6-dihydro-4H-[1,4]oxazepino[5,6,7-de]quinazolin-5-yl)acetonitrile COC1=CC=C(CN(C2=CC(=CC(=N2)C=2C(=C3C=4C(=NC=NC4C2F)N(C(CO3)CC#N)C)Cl)C)CC3=CC=C(C=C3)OC)C=C1